CN(CCCN(CCC(=O)[O-])CCC(=O)[O-])CCCN(CCC(=O)[O-])CCC(=O)[O-] 3'''-(((methylazanediyl)bis(propane-3,1-diyl))bis(azanetriyl))tetrapropionate